OC1CN(C1)C(=O)OCCCC butyl 3-hydroxyazetidine-1-carboxylate